CN1C(CC(CC1(C)C)N1N=C2C=CC(=CC2=C1)C1=CC[C@@H](CN1)C)(C)C 2-(1,2,2,6,6-Pentamethyl-4-piperidyl)-5-[(3S)-3-methyl-1,2,3,4-tetrahydropyridin-6-yl]indazole